(1S,2S)-N-(6-(5-chloro-6-fluoro-7-((R)-1-(2,2,2-trifluoroacetamido)ethyl)-1H-indazol-4-yl)imidazo[1,2-a]pyrazin-2-yl)-2-fluorocyclopropane-1-carboxamide ClC=1C(=C2C=NNC2=C(C1F)[C@@H](C)NC(C(F)(F)F)=O)C=1N=CC=2N(C1)C=C(N2)NC(=O)[C@H]2[C@H](C2)F